C[C@@]1([C@H]2C[C@H]3[C@@H](C(=O)C(=C([C@]3(C(=O)C2=C(C4=C(C=CC(=C41)Cl)O)[O-])O)[O-])C(=O)N)[NH+](C)C)O The molecule is an organic anion that is the major structure of chlortetracycline at pH 7.3 (according to Marvin v 6.2.0.). It is a conjugate base of a chlortetracycline.